2-((1R,5S,6r)-3-azabicyclo[3.1.0]hexan-6-yl)-5-(trifluoromethyl)benzo[d]thiazole hydrochloride Cl.[C@H]12CNC[C@@H]2C1C=1SC2=C(N1)C=C(C=C2)C(F)(F)F